C(C)(C)(C)OC(=O)N1C(CNCC1)C1=CC(=C(C=C1)OC1COCC1)NC1=NC=C(C(=N1)C=1C=C2C(NC3(C2=CC1)CC3)=O)F (3-((5-fluoro-4-(3'-oxospiro[cyclopropan-1,1'-isoindoline]-5'-yl)pyrimidin-2-yl)amino)-4-((tetrahydrofuran-3-yl)oxy)phenyl)piperazine-1-carboxylic acid tert-butyl ester